ClCC1=NOC(=C1)C1=CC(=C(C=C1)F)OC 3-(Chloromethyl)-5-(4-fluoro-3-methoxyphenyl)isoxazole